N(=[N+]=[N-])C(C)(C)C1=C(C=CC(=C1)COC=1C=C(C=CC1)[C@@H](CC(=O)O)C1CC1)C1=C(C=CC(=C1)OC)F (S)-3-(3-((2-(2-azidopropan-2-yl)-2'-fluoro-5'-methoxy-[1,1'-biphenyl]-4-yl)methoxy)phenyl)-3-cyclopropylpropanoic acid